4-Acetamidobutanoic acid C(C)(=O)NCCCC(=O)O